NCC(CNC(=O)C1CCN(CC1)C(C1=C(C=C(C=C1)NC(=O)C=1N(C(=CN1)C1=C(C(=C(C=C1)OCC#N)F)F)C)Cl)=O)O N-(3-amino-2-hydroxy-propyl)-1-[2-chloro-4-[[5-[4-(cyanomethoxy)-2,3-difluoro-phenyl]-1-methyl-imidazole-2-carbonyl]amino]benzoyl]piperidine-4-carboxamide